2,5-diallyl-phenol C(C=C)C1=C(C=C(C=C1)CC=C)O